CN(CCN(C1=C(C=C(C(=C1)OCC)NC1=NC=CC(=N1)C=1C=C(C2=C(N(C(=N2)C)C(C)C)C1)F)[N+](=O)[O-])C)C N1-(2-(dimethylamino)ethyl)-5-ethoxy-N4-(4-(4-fluoro-1-isopropyl-2-methyl-1H-benzo[d]imidazole-6-yl)pyrimidin-2-yl)-N1-methyl-2-nitrobenzene-1,4-diamine